tert-Butyl-(R,E)-2-(2-(N-((1,2,3,6,7,8-hexahydro-as-indacen-4-yl)carbamoyl)sulfamoyl)vinyl)-2-methylpyrrolidin-1-carboxylat C(C)(C)(C)OC(=O)N1[C@@](CCC1)(C)\C=C\S(NC(NC1=C2CCCC2=C2CCCC2=C1)=O)(=O)=O